NC1=NC=2CC[C@H](CC2C=C1)[C@H]1N2C(C3=CC=CC=C13)=CN=C2 (5R,6R)-2-amino-6-((R)-5H-imidazo[5,1-a]isoindol-5-yl)-5,6,7,8-tetrahydroquinolin